ClCCN1N=NC2=C1C=CC(=C2C)CCC(=O)[O-] 3-[1-(2-chloroethyl)-4-methyl-1H-benzotriazol-5-yl]propanoate